2-(N,N-diacetyl)amino-3-bromotrifluorotoluene C(C)(=O)N(C(C)=O)C1=C(C(F)(F)F)C=CC=C1Br